ClC=1C(=C(C(=O)OC[C@@H]2[C@H]([C@H]3[C@H](OC(O3)(C)C)O2)O)C(=CC1)Cl)OC ((3aS,5R,6R,6aS)-6-hydroxy-2,2-dimethyltetrahydrofuro[2,3-d][1,3]dioxol-5-yl)methyl 3,6-dichloro-2-methoxybenzoate